4-(((6-chloro-3-methylpyridin-2-yl)oxy)methyl)-3-fluorobenzonitrile ClC1=CC=C(C(=N1)OCC1=C(C=C(C#N)C=C1)F)C